C(C)(C)(C)OC(CN1C2=CC(=CC=C2C=2C=CN=C(C12)C)OC)=O 2-(7-Methoxy-1-methyl-β-carbolin-9-yl)acetic acid t-butyl ester